7-Ethyl-2-methyl-3-(4-(4-trifluoromethoxyphenoxy)phenyl)-5,6,7,8-tetrahydroquinolin-4(1H)-one C(C)C1CCC=2C(C(=C(NC2C1)C)C1=CC=C(C=C1)OC1=CC=C(C=C1)OC(F)(F)F)=O